ClC1=C(C(=CC=C1)Cl)NC(=S)N N-(2,6-dichlorophenyl)thiourea